C(#N)C=1C=C(C=CC1F)NC(=O)C=1N(C=C2C1OC[C@@H]1[C@H](NS2(=O)=O)CN(C1)C(=O)OCC)C cis-Ethyl 8-((3-cyano-4-fluorophenyl)carbamoyl)-7-methyl-3a,4,10,10a-tetrahydro-1H,7H-dipyrrolo[3,4-b:3',4'-f][1,4,5]oxathiazocine-2(3H)-carboxylate 5,5-dioxide